FC=1C2=C(C=C3C=NNC13)N(C(=C2C2CCC(CC2)C(=O)O)C(C)C)C2=CC(=C(C=C2)F)OC 4-[8-fluoro-5-(4-fluoro-3-methoxy-phenyl)-6-isopropyl-1H-pyrrolo[2,3-f]indazol-7-yl]cyclohexanecarboxylic acid